(±)-3-(amino)-4-(4-biphenylyl)butyric acid N[C@@H](CC(=O)O)CC1=CC=C(C=C1)C1=CC=CC=C1 |r|